[4-(6-Amino-pyridazin-3-yl)-piperidin-1-yl]-[4-methoxy-5-(4-trifluoromethoxy-phenyl)-pyridin-2-yl]-methanone NC1=CC=C(N=N1)C1CCN(CC1)C(=O)C1=NC=C(C(=C1)OC)C1=CC=C(C=C1)OC(F)(F)F